methyl dibenzyl-D-alaninate C(C1=CC=CC=C1)N([C@H](C)C(=O)OC)CC1=CC=CC=C1